C12CCC(CC1)C2COC2=NN(C=C2)C(=O)OC(C)(C)C Tert-Butyl 3-(norbornan-7-ylmethoxy)pyrazole-1-carboxylate